ClC=1C=C(C=CC1Cl)C1CCOC=C1 4-(3,4-dichlorophenyl)-3,4-dihydropyran